C1(CC1)CN1CC2(C(C1)C1=CC=C(C=C1)F)CCN(CC2)C([C@@H](C(C)C)NC(C2=C(C=CC(=C2)C(F)(F)F)F)=O)=O N-((2R)-1-(2-(cyclopropylmethyl)-4-(4-fluorophenyl)-2,8-diazaspiro[4.5]decan-8-yl)-3-methyl-1-oxobutan-2-yl)-2-fluoro-5-(trifluoromethyl)benzamide